NC=1C(=NC(=C(C1)C)Br)C(=O)C1=C2C=NNC2=C(C=C1)F (3-Amino-6-bromo-5-methyl-2-pyridyl)-(7-fluoro-1H-indazol-4-yl)methanone